(5R)-2-(2-fluoro-4-methylsulfonylphenyl)-N-[(3S)-9-fluoro-2-oxo-5-phenyl-1,3-dihydro-1,4-benzodiazepine-3-yl]-5-methyl-6,7-dihydro-5H-pyrazolo[5,1-b][1,3]Oxazine-3-carboxamide FC1=C(C=CC(=C1)S(=O)(=O)C)C1=NN2C(O[C@@H](CC2)C)=C1C(=O)N[C@@H]1C(NC2=C(C(=N1)C1=CC=CC=C1)C=CC=C2F)=O